C(C)(C)(C)C1=C(C=C(C=C1)CC(=O)NC1=CCN(C=C1)C1[C@H](CCC1)O)O 4-[[2-(4-tert.-Butyl-3-hydroxyphenyl)acetyl]amino]-N-[(2S)-2-hydroxycyclopentyl]pyridin